C(#N)C=1C=C(C=CC1OC(C)C)C1=NC(=NO1)C1=CC=C(C2=CC=CC=C12)CN1CC(CCC1)C(=O)O ((4-(5-(3-cyano-4-isopropoxyphenyl)-1,2,4-oxadiazol-3-yl)naphthalen-1-yl)methyl)piperidine-3-carboxylic acid